C(C(C)(C)C)[Bi](C1=CC=CC=C1)C1=CC=CC=C1 Neopentyldiphenylbismuth